(R)-3-((S)-1-(tert-butoxy)-3-(3-formylphenyl)-1-oxopropan-2-yl)pyrrolidine-1-carboxylic acid tert-butyl ester C(C)(C)(C)OC(=O)N1C[C@H](CC1)[C@@H](C(=O)OC(C)(C)C)CC1=CC(=CC=C1)C=O